copper-molybdenum-vanadium-zirconium carbon 4-phenoxystyrene O(C1=CC=CC=C1)C1=CC=C(C=C)C=C1.[C].[Zr].[V].[Mo].[Cu]